C(C)[C@H]1N(C[C@@H](N(C1)C=1C2=C(N(C(N1)=O)C)C=CC(=N2)C#N)C)C(C)C2=CC(=C(C=C2)C(F)(F)F)CN2CCCCC2 4-((2S,5R)-5-ethyl-2-methyl-4-(1-(3-(piperidin-1-ylmethyl)-4-(trifluoromethyl)phenyl)ethyl)piperazin-1-yl)-1-methyl-2-oxo-1,2-dihydropyrido[3,2-d]pyrimidine-6-carbonitrile